(11R)-6-(2,6-Dimethylphenyl)-11-(2,2-dimethylpropyl)-2,2-dioxo-12-(3-oxocyclobutyl)-9-oxa-2λ6-thia-3,5,12,19-tetrazatricyclo[12.3.1.14,8]nonadeca-1(18),4(19),5,7,14,16-hexaen-13-one CC1=C(C(=CC=C1)C)C1=NC=2NS(C=3C=CC=C(C(N([C@@H](COC(=C1)N2)CC(C)(C)C)C2CC(C2)=O)=O)C3)(=O)=O